spiro[6H-thieno[3,4-b]thiophene-4,3'-azetidine]-3-carbonitrile N1CC2(C1)SCC=1SC=C(C12)C#N